3-bromo-1,4,5,6-tetramethylpyridin-2(1H)-one BrC=1C(N(C(=C(C1C)C)C)C)=O